1-(4-((4-(2-cyano-6-(1H-pyrazol-1-yl)pyridin-3-yl)piperazin-1-yl)methyl)-3-fluoropyridin-2-yl)-3-ethylurea C(#N)C1=NC(=CC=C1N1CCN(CC1)CC1=C(C(=NC=C1)NC(=O)NCC)F)N1N=CC=C1